The molecule is a ganglioside derivative derived from a GM1 skeleton linked to a GD1a skeleton through their respective amino nitrogen atoms by an adipoyl (hexanedioyl) group. It derives from a ganglioside GM1 and an alpha-NeuNAc-(2->3)-beta-D-Gal-(1->3)-beta-D-GalNAc-(1->4)-[alpha-NeuNAc-(2->3)]-beta-D-Gal-(1->4)-beta-D-Glc-(1<->1')-Cer. CCCCCCCCCCCCC/C=C/[C@H]([C@H](CO[C@H]1[C@@H]([C@H]([C@@H]([C@H](O1)CO)O[C@H]2[C@@H]([C@H]([C@H]([C@H](O2)CO)O[C@H]3[C@@H]([C@H]([C@H]([C@H](O3)CO)O)O[C@H]4[C@@H]([C@H]([C@H]([C@H](O4)CO)O)O)O)NC(=O)C)O[C@@]5(C[C@@H]([C@H]([C@@H](O5)[C@@H]([C@@H](CO)O)O)NC(=O)C)O)C(=O)O)O)O)O)NCCC(=O)CCCCC(=O)N[C@@H](CO[C@H]6[C@@H]([C@H]([C@@H]([C@H](O6)CO)O[C@H]7[C@@H]([C@H]([C@H]([C@H](O7)CO)O[C@H]8[C@@H]([C@H]([C@H]([C@H](O8)CO)O)O[C@H]9[C@@H]([C@H]([C@H]([C@H](O9)CO)O)O[C@@]1(C[C@@H]([C@H]([C@@H](O1)[C@@H]([C@@H](CO)O)O)NC(=O)C)O)C(=O)O)O)NC(=O)C)O[C@@]1(C[C@@H]([C@H]([C@@H](O1)[C@@H]([C@@H](CO)O)O)NC(=O)C)O)C(=O)O)O)O)O)[C@@H](/C=C/CCCCCCCCCCCCC)O)O